1-((3R,5R,8S,9S,10S,13S,14S,17S)-10-ethyl-3-hydroxy-3-(methoxymethyl)-13-methylhexadecahydro-1H-cyclopenta[a]phenanthren-17-yl)ethan-1-one C(C)[C@]12[C@H]3CC[C@@]4([C@H](CC[C@H]4[C@@H]3CC[C@@H]2C[C@](CC1)(COC)O)C(C)=O)C